(S)-5-(1,2-dimethoxyethyl)-1-(1H-pyrazol-4-yl)-4,6,7,8-tetrahydro-3H-9-oxa-2-thia-4-azabenzo[cd]azulen-3-one CO[C@H](COC)C=1NC(C=2SC(=C3OCCCC1C23)C=2C=NNC2)=O